COC(=O)[C@@H]1CC2(CC2)CCN1C([C@H](C(C)(C)C)NC(=O)OC)=O.COC=1C(=CC=C2C(=CC=NC12)C#C[Si](C)(C)C)[N+](=O)[O-] 8-methoxy-7-nitro-4-((trimethylsilyl)ethynyl)quinoline Methyl-(S)-6-((S)-2-((methoxycarbonyl)amino)-3,3-dimethylbutanoyl)-6-azaspiro[2.5]octane-5-carboxylate